(2E)-N-[5-fluoro-4-(methoxymethyl)-2-methylpyridin-3-yl]-3-(3-methyl-1H-indazol-6-yl)prop-2-enamide FC=1C(=C(C(=NC1)C)NC(\C=C\C1=CC=C2C(=NNC2=C1)C)=O)COC